4-((2-(4-(Aminomethyl)-4-methylpiperidin-1-yl)pyrido[2,3-b]pyrazin-6-yl)thio)-3-chloropyridin-2-amine NCC1(CCN(CC1)C=1N=C2C(=NC1)N=C(C=C2)SC2=C(C(=NC=C2)N)Cl)C